SCCC(=O)OCCCC butyl 3-mercaptopropanoate